6-[2-(tetrahydro-pyran-4-yl)-ethoxy]-2-(4-trifluoromethyl-pyridin-2-yl)-3H-quinazolin-4-one O1CCC(CC1)CCOC=1C=C2C(NC(=NC2=CC1)C1=NC=CC(=C1)C(F)(F)F)=O